ClC=1C(=C(C=CC1)NC(=O)NC1=CC(=NC=C1)OC)CCO 1-[3-chloro-2-(2-hydroxyethyl)phenyl]-3-(2-methoxypyridin-4-yl)urea